4-(methylsulfonyl)-2H-spiro[benzofuran-3,1'-cyclopropane]-7-amine CS(=O)(=O)C1=CC=C(C2=C1C1(CC1)CO2)N